O=C(CCCC1=NNC(C2=CC=CC=C12)=O)N1CCC(CC1)C1=NC=C(C=C1)C(F)(F)F 4-(4-oxo-4-(4-(5-(trifluoromethyl)pyridin-2-yl)piperidin-1-yl)butyl)phthalazin-1(2H)-one